(6-(4-(2-methoxyethyl)piperazin-1-yl)-5-methylpyridin-3-ylmethyl)imidazo[2,1-f][1,2,4]triazin-4-amine COCCN1CCN(CC1)C1=C(C=C(C=N1)CC1=NN2C(C(=N1)N)=NC=C2)C